C1(=CC=CC=C1)C(C#N)C1=NC=CC(=C1)C(F)(F)F 2-phenyl-2-(4-(trifluoromethyl)-2-pyridyl)acetonitrile